ClC=1C=C(C=CC1F)NC(N(CC1=CN=CS1)[C@H](C)C1=CNC(C2=CC=CC=C12)=O)=O (R)-3-(3-chloro-4-fluorophenyl)-1-(1-(1-oxo-1,2-dihydroisoquinolin-4-yl)ethyl)-1-(thiazol-5-ylmethyl)urea